2,5,6,7,8,9-hexahydro-3H-imidazo[1,2-a]azepine N=1CCN2C1CCCCC2